N-(3-(5-(6-(3-cyanopyrrolo[1,2-b]pyridazin-7-yl)-4-(isopropylamino)pyridin-3-yl)-1,3,4-thiadiazol-2-yl)bicyclo[1.1.1]pentan-1-yl)acetamide C(#N)C1=CC=2N(N=C1)C(=CC2)C2=CC(=C(C=N2)C2=NN=C(S2)C21CC(C2)(C1)NC(C)=O)NC(C)C